2-(3-(5-fluoroisoquinolin-4-yl)-2,4-dioxo-6-(2,2,2-trifluoroethyl)-2,3,4,5,6,7-hexahydro-1H-cyclopenta[d]pyrimidin-1-yl)acetonitrile FC1=C2C(=CN=CC2=CC=C1)N1C(N(C2=C(C1=O)CC(C2)CC(F)(F)F)CC#N)=O